1-cyclopropylmethyl-1H-pyridine C1(CC1)CN1CC=CC=C1